C(C)(C)(C)C1=NC(=NO1)C(=O)NCC1=C(C=C(C=C1)C1=NC=NN2C1=CC(=C2)N2CC(N(CC2)C)=O)C 5-(tert-butyl)-N-(2-methyl-4-(6-(4-methyl-3-oxopiperazin-1-yl)pyrrolo[2,1-f][1,2,4]triazin-4-yl)benzyl)-1,2,4-oxadiazole-3-carboxamide